NC1=NC=2C=CC(=CC2C2=C1C=NN2C)C(=O)N(N(C)C(=O)C2CC2)CC2=C(C=C(C=C2)C2=NN(C=C2)C(F)F)F 4-amino-N'-(cyclopropanecarbonyl)-N-(4-(1-(difluoromethyl)-1H-pyrazol-3-yl)-2-fluorobenzyl)-N',1-dimethyl-1H-pyrazolo[4,3-c]quinoline-8-carbohydrazide